(1-hydroxy-prop-2-yl)-2-methoxy-N-Methylbenzamide OCC(C)C=1C(=C(C(=O)NC)C=CC1)OC